acryloxyphenylmethoxydimethoxysilane C(C=C)(=O)O[Si](OC)(OC)OCC1=CC=CC=C1